racemic-(trans)-3-(methylsulfinylmethyl)-2-methylazetidine-1-carboxylic acid tert-butyl ester C(C)(C)(C)OC(=O)N1[C@H]([C@@H](C1)CS(=O)C)C